1-((2R,3R,4R,5R)-4-hydroxy-5-(hydroxymethyl)-3-(trifluoromethoxy)-tetrahydrofuran-2-yl)pyrimidine-2,4(1H,3H)-dione O[C@H]1[C@H]([C@@H](O[C@@H]1CO)N1C(NC(C=C1)=O)=O)OC(F)(F)F